6-(Exo-3-amino-8-azabicyclo[3.2.1]oct-8-yl)-3-(2,3-dichlorophenyl)-1H-pyrazolo[3,4-d]pyrimidine-4-carbonitrile NC1CC2CCC(C1)N2C2=NC(=C1C(=N2)NN=C1C1=C(C(=CC=C1)Cl)Cl)C#N